N1=C(C=NC2=CC=CC=C12)C1=CC=CC(=C1N)C(C)(C)C 6-quinoxalinyl-2-tert-butyl-aniline